BrC=1C=C(C=2N(C1)C=C(N2)C(=O)O)I 6-bromo-8-iodoimidazo[1,2-a]pyridine-2-carboxylic acid